FC=1C=CC=C2CCC(NC12)(C)C 8-fluoro-2,2-dimethyl-1,2,3,4-tetrahydroquinoline